ClC=1C=C2C(=CC=NC2=CC1C1=C(C=CC=C1C)C)N1[C@H](CN(CC1)CC1=C(C(=C(C(=C1S(=O)(=O)C)F)F)F)F)C (S)-6-chloro-7-(2,6-dimethylphenyl)-4-(2-methyl-4-(2,3,4,5-tetrafluoro-6-(methylsulfonyl)benzyl)piperazin-1-yl)quinoline